1,1,4,4-tetramethyl-1,4-disilacyclobutane C[Si]1(CC[Si]1(C)C)C